N1(CCOCC1)C=1C(NC(NC1)=O)=O 5-(N-morpholinyl)pyrimidine-2,4(1H,3H)-dione